2-[2-(3-{2-[2-(9-carbazolyl carbonyloxy)ethoxy]ethoxy}-5-[(dimethylamino)methyl]phenoxy) ethoxy]ethyl 9-carbazolecarboxylate C1=CC=CC=2C3=CC=CC=C3N(C12)C(=O)OCCOCCOC1=CC(=CC(=C1)CN(C)C)OCCOCCOC(=O)N1C2=CC=CC=C2C=2C=CC=CC12